(2S)-2-[3-(4-nitrophenyl)-5-oxoimidazolidin-1-yl]butanamide [N+](=O)([O-])C1=CC=C(C=C1)N1CN(C(C1)=O)[C@H](C(=O)N)CC